C(C)OC(=C)C=1C=CN=C2C=CC(=NC12)OC1COC1 8-(1-ethoxyvinyl)-2-(oxetan-3-yloxy)-1,5-naphthyridine